t-butyl-ammonium perchlorate Cl(=O)(=O)(=O)[O-].C(C)(C)(C)[NH3+]